(S)-N-((6-amino-2-methylpyridin-3-yl)methyl)-3-((3-methoxy-5-methylbenzyl)amino)-4-oxo-4,6,7,8-tetrahydropyrrolo[1,2-a]pyrimidine-6-carboxamide NC1=CC=C(C(=N1)C)CNC(=O)[C@@H]1CCC=2N1C(C(=CN2)NCC2=CC(=CC(=C2)C)OC)=O